3-(((tert-butoxycarbonyl)amino)methyl)isoxazole-4-carboxylic acid C(C)(C)(C)OC(=O)NCC1=NOC=C1C(=O)O